C=1N=CN2C1CCCC2 5,6,7,8-tetrahydroimidazo[1,5-a]pyridine